8-fluoro-7-(7-fluoro-3-(methoxymethoxy)-8-((triisopropylsilyl)ethynyl)naphthalen-1-yl)-5-isopropoxy-2-(methylthio)pyrido[4,3-d]pyrimidin-4-ol FC1=C(N=C(C2=C1N=C(N=C2O)SC)OC(C)C)C2=CC(=CC1=CC=C(C(=C21)C#C[Si](C(C)C)(C(C)C)C(C)C)F)OCOC